4-[2-(5-amino-1H-pyrazol-4-yl)-4-chlorophenoxy]-5-chloro-2-fluoro-N-(1,3-thiazol-4-yl)benzenesulfonamide NC1=C(C=NN1)C1=C(OC2=CC(=C(C=C2Cl)S(=O)(=O)NC=2N=CSC2)F)C=CC(=C1)Cl